(S)-3-(dimethylamino)-3-(thiophen-3-yl)propionitrile CN([C@@H](CC#N)C1=CSC=C1)C